C(=C)C1=CC=C(C=C1)[Si](O[Si](C)(C)C)(O[Si](C)(C)C)O[Si](C)(C)C p-vinylphenyl-tri(trimethylsiloxy)silane